(5S)-1-methyl-5-(3-pyridinyl)pyrrolidin-2-one CN1C(CC[C@H]1C=1C=NC=CC1)=O